tert-butyl N-((trans-3-(3-cyclopropyl-4-((1-methyl-4-piperidyl)amino)pyrazol-1-yl)cyclobutyl)methyl)carbamate C1(CC1)C1=NN(C=C1NC1CCN(CC1)C)[C@@H]1C[C@H](C1)CNC(OC(C)(C)C)=O